(6-hydroxy-2,3-dihydro-1-benzofuran-3-yl)acetic acid methyl ester COC(CC1COC2=C1C=CC(=C2)O)=O